3-aminobutyl-(tridecyloxysilane) NC(CC[SiH2]OCCCCCCCCCCCCC)C